ClC=1C=NNC1C(=O)Cl 4-chloropyrazole-5-carbonyl chloride